C(C)C12C3C(C(CC31)C2)OC 1-ethyl-3-methoxy-tricyclo[2.2.1.02,6]heptane